C1(CC1)N1C=NC2=C1C=CC(=C2)CO (1-cyclopropylbenzimidazol-5-yl)methanol